FC=1C=C2CN(C(C2=CC1)=O)C1C(NC(CC1)=O)=O 3-(5-fluoro-1-oxo-isoindoline-2-yl)piperidine-2,6-dione